methyl 2-(2-hydroxy-prop-2-yl)-1,3-thiazol-5-ylsulfinate OC(C)(C)C=1SC(=CN1)S(=O)OC